COC1=C(C=NC(=C1)C=1SC(=CN1)C(=O)N1C[C@H](OCC1)C=1C(=C2COC(C2=CC1)=O)C)C#N (R)-4-methoxy-6-(5-(2-(4-methyl-1-oxo-1,3-dihydroisobenzofuran-5-yl)morpholine-4-carbonyl)thiazol-2-yl)pyridine-3-carbonitrile